C[C@@H]1NS(CCC1)(=O)=O (S)-3-methylthiazinane 1,1-dioxide